C1OCC12CN(C2)C2=NC=CC(=N2)COC2=CC=C(C=C2)C2(CCCC2)C2=CC=C(OC1CC(C1)NC=1C=C3C(N(C(C3=CC1)=O)C1C(NC(CC1)=O)=O)=O)C=C2 5-(((1r,3r)-3-(4-(1-(4-((2-(2-oxa-6-azaspiro[3.3]heptan-6-yl)pyrimidin-4-yl)methoxy)phenyl)cyclopentyl)phenoxy)cyclobutyl)amino)-2-(2,6-dioxopiperidin-3-yl)isoindoline-1,3-dione